tert-Butyl (4-chloro-2-fluoro-6-formylphenyl)carbamate ClC1=CC(=C(C(=C1)C=O)NC(OC(C)(C)C)=O)F